7-bromo-6-(((1S,4s)-4-((R)-3-hydroxypiperidin-1-yl)cyclohexyl)amino)benzo[d]thiazole-2-carbonitrile BrC1=C(C=CC=2N=C(SC21)C#N)NC2CCC(CC2)N2C[C@@H](CCC2)O